FC1=CC=CC=2N(C(CCC(C21)=O)=O)CC2=CC(=C(C=C2)C)F 6-fluoro-1-(3-fluoro-4-methylbenzyl)-3,4-dihydro-1H-benzo[b]azepine-2,5-dione